CCCCCCCCCCCCCCCCOC[C@H](COP(=O)(O)OC[C@@H](C(=O)O)N)OC(=O)CCC/C=C\C/C=C\C/C=C\C/C=C\C/C=C\CC 1-hexadecyl-2-(5Z,8Z,11Z,14Z,17Z-eicosapentaenoyl)-glycero-3-phosphoserine